echinopsin CN1C=CC(=O)C2=CC=CC=C21